The molecule is a cephalosporin prodrug having (R)-O-formylmandelamido and N-methylthiotetrazole side-groups. It has a role as a prodrug and an antibacterial drug. It contains an O-formylcefamandole(1-). CN1C(=NN=N1)SCC2=C(N3[C@@H]([C@@H](C3=O)NC(=O)[C@@H](C4=CC=CC=C4)OC=O)SC2)C(=O)[O-].[Na+]